ClC=1C(=C(C=CC1OC(C)C)NC=1C2=C(N=CN1)C=CC(=N2)N2CC1(CCN1C(=O)OC(C)(C)C)C2)F tert-Butyl 6-(4-((3-chloro-2-fluoro-4-isopropoxyphenyl)amino)pyrido[3,2-d]pyrimidin-6-yl)-1,6-diazaspiro[3.3]heptane-1-carboxylate